N=1C=NN2C1C=C(C=C2)OC2=C(C=C(C=C2)C2=NN1C(C(=N2)N)=C(C=C1)C1CCNCC1)C (4-([1,2,4]triazolo[1,5-a]pyridin-7-yloxy)-3-methylphenyl)-5-(piperidin-4-yl)pyrrolo[2,1-f][1,2,4]triazin-4-amine